(S)-6-fluoro-5-(1-(2-fluorophenyl)ethyl)-3-(((1-methyl-1H-benzo[d]imidazol-2-yl)methyl)amino)-4H-benzo[e][1,2,4]thiadiazine 1,1-dioxide FC=1C=CC2=C(NC(=NS2(=O)=O)NCC2=NC3=C(N2C)C=CC=C3)C1[C@@H](C)C1=C(C=CC=C1)F